CC1OC2(C=C1)C(=CCC(C2C)C)C 2,6,9,10-tetramethyl-1-oxaspiro[4.5]deca-3,6-diene